C(C)(C)N(C(=O)C1=C(C=C(C(=N1)OC)C1CCN(CC1)C(=O)OC(C)(C)C)CO)C(C)C tert-butyl 4-(6-(diisopropylcarbamoyl)-5-(hydroxymethyl)-2-methoxypyridin-3-yl)piperidine-1-carboxylate